FC1=C(C(=O)N2CCC(CC2)NC(N)=O)C=C(C=C1)CC1=NNC(C2=CC=CC=C12)=O 3-(1-(2-fluoro-5-((4-oxo-3,4-dihydro-phthalazin-1-yl)methyl)benzoyl)piperidin-4-yl)urea